NC[C@H](C1=CC(=CC=C1)Cl)NC(=O)C=1N=CN(C1)C1=NC(=NC=C1C)NC1CCC(CC1)(F)F (S)-N-(2-amino-1-(3-chlorophenyl)-ethyl)-1-(2-((4,4-difluorocyclohexyl)amino)-5-methylpyrimidin-4-yl)-1H-imidazole-4-carboxamide